tert-butyl-4-[3-[[4-[3-[3-amino-6-(2-hydroxyphenyl)pyridazin-4-yl]-3,8-diazabicyclo[3.2.1]octan-8-yl]-2-pyridyl]oxy]cyclobutoxy]piperidine-1-carboxylate C(C)(C)(C)OC(=O)N1CCC(CC1)OC1CC(C1)OC1=NC=CC(=C1)N1C2CN(CC1CC2)C2=C(N=NC(=C2)C2=C(C=CC=C2)O)N